8-({4-[1-cyclopropyl-4-(trifluoromethyl)imidazol-2-yl]phenyl}methyl)-2-(4-cyclopropyl-6-methoxypyrimidin-5-yl)-6-(3-methoxy-1-methylpyrazol-4-yl)pyrido[2,3-d]pyrimidin-7-one C1(CC1)N1C(=NC(=C1)C(F)(F)F)C1=CC=C(C=C1)CN1C(C(=CC2=C1N=C(N=C2)C=2C(=NC=NC2OC)C2CC2)C=2C(=NN(C2)C)OC)=O